N1C=C(C2=CC=CC=C12)C[C@H](N)C=1N=NNN1 (S)-2-(1H-indol-3-yl)-1-(2H-tetrazol-5-yl)ethanamine